FC1=C(C=CC(=N1)C(=O)NC)N1CCN(CC1)CC1=NC=C2C=C(C(NC2=C1F)=O)C 6-fluoro-5-{4-[(8-fluoro-3-methyl-2-oxo-1H-1,6-naphthyridin-7-yl)methyl]piperazin-1-yl}-N-methylpyridine-2-carboxamide